butyl diethyl citrate C(CC(O)(C(=O)OCC)CC(=O)OCC)(=O)OCCCC